N-(1-(hydroxymethyl)cyclobutyl)-2-methyl-5-((4-methylthiazol-5-yl)methoxy)benzofuran OCC1(CCC1)N1CSC(=C1C)COC=1C=CC2=C(C=C(O2)C)C1